7-Chloro-6-(2-fluoro-6-methoxyphenyl)-2-[1-(prop-2-enoyl)pyrrolidin-3-yl]quinazolin-4(3H)-one ClC1=C(C=C2C(NC(=NC2=C1)C1CN(CC1)C(C=C)=O)=O)C1=C(C=CC=C1OC)F